C1(CC1)N1C=NC2=C(C=C(C=C2C1=O)NC1(CN(CC1)C(=O)OC(C)(C)C)C1=C(C(=CC=C1F)Cl)Cl)F tert-butyl 3-((3-cyclopropyl-8-fluoro-4-oxo-3,4-dihydroquinazolin-6-yl)amino)-3-(2,3-dichloro-6-fluorophenyl)pyrrolidine-1-carboxylate